3-ethyl-5-(4-(1-isobutylpiperidin-4-yl)piperazin-1-yl)-2-(2-methylpyridin-4-yl)-1H-indole C(C)C1=C(NC2=CC=C(C=C12)N1CCN(CC1)C1CCN(CC1)CC(C)C)C1=CC(=NC=C1)C